3-(quinuclidin-3-yl)urea N12CC(C(CC1)CC2)NC(N)=O